C(CCC=C)N1C(=CC=C1)C#N 1-(pent-4-en-1-yl)-1H-pyrrole-2-carbonitrile